Ethyl (1S,4R)-4-[[[3-(3,5-difluorophenyl)-5-methoxy-4H-1,2-oxazol-5-yl]carbonyl]amino]cyclopent-2-en-1-carboxylat FC=1C=C(C=C(C1)F)C1=NOC(C1)(OC)C(=O)N[C@H]1C=C[C@H](C1)C(=O)OCC